cholesterol vaccenate C(CCCCCCCCC\C=C\CCCCCC)(=O)O[C@@H]1CC2=CC[C@H]3[C@@H]4CC[C@H]([C@@H](CCCC(C)C)C)[C@]4(CC[C@@H]3[C@]2(CC1)C)C